2,3,6-trifluoro-N-methyl-4-(6-(((3aR,5s,6aS)-2-((tetrahydro-2H-pyran-4-yl)methyl-d2)octahydrocyclopenta[c]pyrrol-5-yl)amino)pyridazin-3-yl)benzamide FC1=C(C(=O)NC)C(=CC(=C1F)C=1N=NC(=CC1)NC1C[C@@H]2[C@@H](CN(C2)C([2H])([2H])C2CCOCC2)C1)F